trimethyl-(trifluoromethyl)ammonium hydroxide [OH-].C[N+](C(F)(F)F)(C)C